di(tert-butylperoxy)hexyne C(C)(C)(C)OOC(C#COOC(C)(C)C)CCC